COC(C=C)P(OC)(OC)=O dimethyl (1-methoxyallyl)phosphonate